2-mercaptoethylcarbamate SCCNC([O-])=O